FC1=CC=C(C(=C1C([C@@H](C=1OC(NN1)=O)NS(=O)(=O)N1CCC(CC1)C1=CC=CC=C1)C)C)C N-((1S)-2-(6-fluoro-2,3-di-methylphenyl)-1-(5-oxo-4,5-dihydro-1,3,4-oxadiazol-2-yl)propyl)-4-phenylpiperidine-1-sulfonamide